azetidine-3-carboxamide N1CC(C1)C(=O)N